(Z)-2-(5-fluoro-1-(4-hydroxy-3,5-dimethoxybenzylidene)-2-methyl-1H-inden-3-yl)-N-phenoxyacetamide FC=1C=C2C(=C(/C(/C2=CC1)=C/C1=CC(=C(C(=C1)OC)O)OC)C)CC(=O)NOC1=CC=CC=C1